3-bromo-6-methylpyridinecarbonitrile BrC=1C(=NC(=CC1)C)C#N